ClC1=C(C=CC(=C1)S(=O)(=O)C)NCC#CC=1N(C=2C=CC=C(C2C1)NC1CCC(CC1)N1CC2(COC2)C1)CC(F)(F)F 2-{3-[(2-chloro-4-methanesulfonyl-phenyl)amino]prop-1-yn-1-yl}-N-[(1R,4R)-4-{2-oxa-6-azaspiro[3.3]heptan-6-yl}cyclohexyl]-1-(2,2,2-trifluoroethyl)-1H-indol-4-amine